[C@@H]1([C@H](O)[C@@H](O)[C@@H](O)[C@H](O1)CO)N[C@@H](CCC(CN)O)C(=O)O β-galactopyranosyl-5-hydroxylysine